2-((3-Amino-6-(2-hydroxyphenyl)pyridazin-4-yl)ethynyl)-7-azaspiro[3.5]nonane-7-carboxylic acid tert-butyl ester C(C)(C)(C)OC(=O)N1CCC2(CC(C2)C#CC2=C(N=NC(=C2)C2=C(C=CC=C2)O)N)CC1